N-[[(3R,4R)-1-[4-[(5-cyclopentyl-1H-pyrazol-3-yl)amino]pyrimidin-2-yl]-4-fluoro-pyrrolidin-3-yl]methyl]carbamic acid tert-butyl ester C(C)(C)(C)OC(NC[C@@H]1CN(C[C@@H]1F)C1=NC=CC(=N1)NC1=NNC(=C1)C1CCCC1)=O